C1(=CC=C(C=C1)CO[C@H]1C[C@H](NC1)C(=O)O)C (2S,4S)-4-(p-tolylmethoxy)-pyrrolidine-2-carboxylic acid